catechol-gallic acid C1(O)=C(O)C(=CC=C1)C1=C(C(=C(C=C1C(=O)O)O)O)O